C(C)(C)(C)OC(=O)NC12COC(CC1)(CC2)C(=O)OC methyl 4-((tert-butoxycarbonyl) amino)-2-oxabicyclo[2.2.2]octane-1-carboxylate